1-(4-(aminomethyl)piperidin-1-yl)prop-2-en-1-one hydrochloride Cl.NCC1CCN(CC1)C(C=C)=O